ClC=1C=CC(=C(C1)NC(CN([C@@H](CC1=CC=CC=C1)C(=O)OC(C)(C)C)C(CCl)=O)=O)N1N=NC(=C1)Cl tert-butyl N-(2-((5-chloro-2-(4-chloro-1H-1,2,3-triazol-1-yl)phenyl)amino)-2-oxoethyl)-N-(2-chloroacetyl)phenylalaninate